C(C)(C)(C)OC([C@H](CCCN1C(=NC(=C1)/C=C/CCC(=O)O)[N+](=O)[O-])NC(=O)OC(C)(C)C)=O (4E)-5-{1-[(4S)-5-(tert-butoxy)-4-{[(tert-butoxy)carbonyl]amino}-5-oxopentyl]-2-nitro-1H-imidazol-4-yl}pent-4-enoic acid